Cyclopropanecarboxylic acid [6-(1-methyl-piperidine-4-carbonyl)-pyridin-2-yl]-amide CN1CCC(CC1)C(=O)C1=CC=CC(=N1)NC(=O)C1CC1